CC(CC(C(=O)OC(C)CC)=O)CC(C(=O)OC(C)CC)=O di-sec-butyl 4-methyl-2,6-dioxopimelate